7-((2-methoxyethoxy)methoxy)-6-(7-((2-methoxyethoxy)methoxy)-4-oxo-4H-chromen-3-yl)spiro[chromane-2,3'-oxetan]-4-one COCCOCOC1=C(C=C2C(CC3(COC3)OC2=C1)=O)C1=COC2=CC(=CC=C2C1=O)OCOCCOC